CON=C(C)C1=C(C(=CC=C1)N)O 1-(3-amino-2-hydroxyphenyl)ethanone O-methyl oxime